Cl.Cl.N[C@@H](CCNCCC(C)C)C [(3R)-3-Aminobutyl](3-methylbutyl)amine dihydrochloride